FC=1C(=C(C=C(C1)C(C)C)[C@@H](C(=O)O)N1[C@@H]([C@@H](CC1)N(CCCCCC1=NC=2NCCCC2C=C1)C)C)OC (S)-2-(3-fluoro-5-isopropyl-2-methoxyphenyl)-2-((2R,3R)-2-methyl-3-(methyl(5-(5,6,7,8-tetrahydro-1,8-naphthyridin-2-yl)pentyl)amino)pyrrolidin-1-yl)acetic acid